Cl.C(C)(C)NC=1N(C(C2=C(N1)CN[C@@H](C2)C)=O)C2=CC=C(C(=O)NC)C=C2 (R)-4-(2-(isopropylamino)-6-methyl-4-oxo-5,6,7,8-tetrahydropyrido[3,4-d]pyrimidin-3(4H)-yl)-N-methylbenzamide hydrochloride